ClC1=C(CN2CCCCC2)C=CC(=C1)F 1-(2-chloro-4-fluorobenzyl)piperidin